N-(2-(2-Hydroxyethoxy)ethyl)-2-((2-(1-methyl-2,6-dioxopiperidin-3-yl)-1,3-dioxoisoindolin-4-yl)oxy)acetamide OCCOCCNC(COC1=C2C(N(C(C2=CC=C1)=O)C1C(N(C(CC1)=O)C)=O)=O)=O